CC(CO)CCCCCCCCCCCCCC 2-Methyl-1-hexadecanol